C(C=C)SC[C@H](N)C(=O)O.[Na] sodium S-allylcysteine